CC1=C(C(=C(C(=C1C)O)C)C)C(C)C1=C(C(=C(C(=C1C)C)O)C)C 1,1-bis(2,3,5,6-tetramethyl-4-hydroxyphenyl)ethane